(S)-N-methyl-N-(6-nitropyridin-2-yl)-2-oxooxazolidine-4-carboxamide CN(C(=O)[C@H]1NC(OC1)=O)C1=NC(=CC=C1)[N+](=O)[O-]